N,N-dimethyl-3-(3-methyl-2,3,4,5-tetrahydropyridin-6-yl)aniline CN(C1=CC(=CC=C1)C=1CCC(CN1)C)C